C(C(C)C)[C@H]1NC(COC1=O)=O 3-(R)-isobutylmorpholine-2,5-dione